Bis(isopropyl)methyl-tin C(C)(C)[Sn](C)C(C)C